4-(2-benzyloxy-6-methyl-phenyl)-6-chloro-pyrimidin-2-amine C(C1=CC=CC=C1)OC1=C(C(=CC=C1)C)C1=NC(=NC(=C1)Cl)N